3-(3-Methyl-2-oxo-5-vinyl-benzimidazol-1-yl)piperidine-2,6-dione CN1C(N(C2=C1C=C(C=C2)C=C)C2C(NC(CC2)=O)=O)=O